C(C)OC(C(C1=NC(=NC=C1)SC)N)=O 2-Amino-2-(2-(methylthio)pyrimidin-4-yl)acetic acid ethyl ester